2,2,4-trimethyl-3-hydroxyvaleric acid potassium salt [K+].CC(C(=O)[O-])(C(C(C)C)O)C